Cl.FC(C1=CC=C(C=C1)[C@H](C)N)(F)F (S)-1-[4-(trifluoromethyl)phenyl]Ethylamine hydrochloride